2-((1-((5-hydroxy-4-oxo-4H-pyran-2-yl)methyl)-1H-1,2,3-triazol-4-yl)methoxy)-3-tert-butylbenzaldehyde OC=1C(C=C(OC1)CN1N=NC(=C1)COC1=C(C=O)C=CC=C1C(C)(C)C)=O